5-hydroxypyridazin OC=1C=CN=NC1